N(=[N+]=[N-])[C@@H]1C2CC[C@@]([C@H]3[C@@H]1OC(O3)(C)C)(O2)CN=[N+]=[N-] (3aR,4R,8R,8aR)-8-azido-4-(azidomethyl)-2,2-dimethylhexahydro-4H-4,7-epoxycyclohepta[d][1,3]dioxolane